O1C(NC=2C(=NC=3C=CC=CC3C21)N)=O oxazolo[4,5-c]quinolone-4-amine